1-(benzo[b]thiophene-4-yl)piperazine hydrochloride Cl.S1C2=C(C=C1)C(=CC=C2)N2CCNCC2